CN1C(C=2N=CN([C@H]3[C@H](O)[C@H](O)[C@@H](CO)O3)C2N=C1)=O N1-methylinosine